(2R,3S,4R,5R)-2-((R)-(3-chloro-4-fluorophenyl)(hydroxy)methyl)-5-(4-hydrazineylidene-1,4-dihydro-7H-pyrrolo[2,3-d]pyrimidin-7-yl)tetrahydrofuran-3,4-diol ClC=1C=C(C=CC1F)[C@H]([C@H]1O[C@H]([C@@H]([C@@H]1O)O)N1C=CC2=C1NC=NC2=NN)O